N-(4-Amino-3-methylphenyl)-N-[3-(1H-imidazol-1-yl)propyl]amin NC1=C(C=C(C=C1)NCCCN1C=NC=C1)C